(2R,3S,4S)-4-hydroxy-2-[(4-methoxyphenyl)methyl]pyrrolidin-3-yl N-{[4-(pyrrolidin-3-yl)phenyl]methyl}carbamate N1CC(CC1)C1=CC=C(C=C1)CNC(O[C@H]1[C@H](NC[C@@H]1O)CC1=CC=C(C=C1)OC)=O